perfluorophenyl 3-(2,4-dioxotetrahydropyrimidin-1(2H)-yl)-4-fluorobenzoate O=C1N(CCC(N1)=O)C=1C=C(C(=O)OC2=C(C(=C(C(=C2F)F)F)F)F)C=CC1F